1-methylpiperidine-4-carboxylic acid 11-((tert-butyldimethylsilyl) oxy)-5-(6-((tert-butyldimethylsilyl) oxy) hexyl)-5-hydroxyundecyl ester [Si](C)(C)(C(C)(C)C)OCCCCCCC(CCCCOC(=O)C1CCN(CC1)C)(O)CCCCCCO[Si](C)(C)C(C)(C)C